ClC=1C2=CN(N=C2C(=C(C1)C1=CC=C(C=C1)N1CCOCC1)C(F)F)C(C(=O)NC=1SC=CN1)C1=C2N(C=N1)C[C@@H](C2)F (4-chloro-7-(difluoromethyl)-6-(4-morpholinophenyl)-2H-indazol-2-yl)-2-((R)-6-fluoro-6,7-dihydro-5H-pyrrolo[1,2-c]imidazol-1-yl)-N-(thiazol-2-yl)acetamide